ClC=1C=C(NC1Cl)C(=O)NC(C(=O)O)\C=C\C(C)(C)C (E)-2-(4,5-dichloro-2-pyrrolylcarbonylamino)-5,5-dimethyl-3-hexenoic acid